Methyl trans-4-(morpholin-4-ylcarbonyl)cyclohexanecarboxylate N1(CCOCC1)C(=O)[C@@H]1CC[C@H](CC1)C(=O)OC